OC(CNC1=C(C=CC=C1)C)C1=CNC(O1)=S 5-[1-hydroxy-2-(o-tolylamino)ethyl]-1,3-oxazole-2(3H)-thione